(1R,4R)-1,7,7-trimethylbicyclo[2.2.1]heptane CC12CCC(CC1)C2(C)C